(R)-1-(4-(4-((1-(3-(1,1-difluoro-2-hydroxy-2-methylpropyl)-2-fluorophenyl)ethyl)amino)-7-methoxy-2-methylpyrido[2,3-d]pyrimidin-6-yl)piperidin-1-yl)ethan-1-one FC(C(C)(C)O)(F)C=1C(=C(C=CC1)[C@@H](C)NC=1C2=C(N=C(N1)C)N=C(C(=C2)C2CCN(CC2)C(C)=O)OC)F